7-(4-cyclohexylbenzyl)-1,3-dimethyl-8-(methylamino)-3,7-dihydro-1H-purine-2,6-dione C1(CCCCC1)C1=CC=C(CN2C(=NC=3N(C(N(C(C23)=O)C)=O)C)NC)C=C1